5-chloro-2-iodo-1H-pyrrolo[2,3-c]pyridine ClC=1C=C2C(=CN1)NC(=C2)I